FC1=C(C(=CC=C1)F)S(=O)(=O)N1CCC(CC1)OC=1SC2=C(N1)C=CC(=C2)C(=O)O [1-(2,6-difluorobenzenesulfonyl)piperidin-4-yloxy]Benzothiazole-6-carboxylic acid